COC=1C=C(C=CC1OC)C=1N=C2N(C[C@@H](CC2)C2CCN(CC2)C2CC3CCC(C2)N3CC(C)C)C1 (6S)-2-(3,4-Dimethoxyphenyl)-6-(1-(8-isobutyl-8-azabicyclo[3.2.1]oct-3-yl)piperidin-4-yl)-5,6,7,8-tetrahydroimidazo[1,2-a]pyridine